FC1=CC=C(C(=O)ON(C=2C=C(C(=O)N)C=CC2)C(=O)C=2C=NC(=CC2)C(F)(F)F)C=C1 3-(((4-fluorobenzoyl)oxy)(6-trifluoromethylpyridine-3-carbonyl)amino)benzamide